5-(1-cyclohexyl-4-(4-fluorophenyl)-1H-imidazol-5-yl)-N-(2,3-dimethylphenyl)furan-2-carboxamide C1(CCCCC1)N1C=NC(=C1C1=CC=C(O1)C(=O)NC1=C(C(=CC=C1)C)C)C1=CC=C(C=C1)F